ClC1=CC=C(CNC(C2=CC=C(C=C2)N(C(=O)NC2=CC=C(C=C2)Cl)CCN2CCOCC2)=O)C=C1 N-(4-chlorobenzyl)-4-{3-(4-chlorophenyl)-1-[2-(4-morpholinyl)ethyl]ureido}benzamide